N-(3-(2-((1,5-dimethyl-1H-pyrazol-3-yl)amino)-5-methylpyrimidin-4-yl)-1H-indol-7-yl)-2-(4-(pyridin-2-yloxy)piperidin-1-yl)acetamide CN1N=C(C=C1C)NC1=NC=C(C(=N1)C1=CNC2=C(C=CC=C12)NC(CN1CCC(CC1)OC1=NC=CC=C1)=O)C